NC1=C(C=C(C(=C1)C(=O)O)N)C(=O)O 2,5-diamino-1,4-dicarboxybenzene